tert-butyl N-(2-methoxy-4-methylsulfonyl-phenyl)-N-[(E)-3-[4-[(1-methyl-4-piperidyl)amino]-1-(2,2,2-trifluoroethyl)indol-6-yl]allyl]carbamate COC1=C(C=CC(=C1)S(=O)(=O)C)N(C(OC(C)(C)C)=O)C\C=C\C1=CC(=C2C=CN(C2=C1)CC(F)(F)F)NC1CCN(CC1)C